4-amino-7-{(1R)-1-[1-(2-fluorophenyl)-1H-pyrazol-4-yl]ethyl}-5-[2-(trifluoromethyl)pyrimidin-5-yl]-7H-pyrrolo[2,3-d]pyrimidine-6-carbonitrile NC=1C2=C(N=CN1)N(C(=C2C=2C=NC(=NC2)C(F)(F)F)C#N)[C@H](C)C=2C=NN(C2)C2=C(C=CC=C2)F